7-(2-Aminoethyl)-1-ethylquinolin-2(1H)-one trifluoroacetate FC(C(=O)O)(F)F.NCCC1=CC=C2C=CC(N(C2=C1)CC)=O